CC(CO)CO 2-methyl-1,3-dihydroxypropane